FC(=C1CCC(NC1)C=1SC2=C(N1)C=CC=C2)F (5-(difluoromethylene)piperidin-2-yl)benzo[d]thiazole